COC(=O)C1=NC=CC=C1C1=CC(=CC=C1)OC 3-methoxy-phenyl-2-pyridinecarboxylic acid methyl ester